1-methyl-1-(2-(1-methyl-1H-imidazo[1,2-b]pyrazole-7-carbonyl)-2-azaspiro[3.3]heptan-6-yl)-3-(1-methyl-2-oxo-5-(trifluoromethyl)-1,2-dihydropyridin-3-yl)urea CN(C(=O)NC=1C(N(C=C(C1)C(F)(F)F)C)=O)C1CC2(CN(C2)C(=O)C2=C3N(N=C2)C=CN3C)C1